methyl 3-(1-aminocyclopropyl)bicyclo[1.1.1]pentane-1-carboxylate NC1(CC1)C12CC(C1)(C2)C(=O)OC